ethyl 3-((2,5-dichloropyridin-4-yl)amino)-3-methylbutanoate ClC1=NC=C(C(=C1)NC(CC(=O)OCC)(C)C)Cl